F[Sb-](F)(F)(F)(F)F.C(CCCCCCC)OC1=CC=C(C=C1)[I+]C1=CC=CC=C1 (4-octyloxyphenyl)-(phenyl)iodonium hexafluoroantimonate